(7-(2-Chloro-3-methoxyphenyl)-2-azaspiro[3.5]nonan-2-yl)((1s,3s)-3-hydroxy-3-methylcyclobutyl)methanon ClC1=C(C=CC=C1OC)C1CCC2(CN(C2)C(=O)C2CC(C2)(C)O)CC1